C1(=CC=CC=C1)C=1C=C(C2=C(C=[13CH]S2)C1)N1C(=CC2=CC=CC=C12)C=1C=NC=CC1 5-phenyl-7-(2-(3-pyridyl)-1H-1-indolyl)benzothiophene-13C